C1(CCCC1)C1C[C@H](N(C1)C([C@H](C(C)(C)C)NC(OC)=O)=O)C(N[C@H](C(C(=O)NC1CC1)=O)CCC(C)(F)F)=O Methyl ((2S)-1-((2S)-4-cyclopentyl-2-(((S)-1-(cyclopropylamino)-6,6-difluoro-1,2-dioxoheptan-3-yl)carbamoyl)pyrrolidin-1-yl)-3,3-dimethyl-1-oxobutan-2-yl)carbamate